3-((4-phenylpiperazin-1-yl)methyl)imidazole C1(=CC=CC=C1)N1CCN(CC1)CN1C=NC=C1